(E)-4-(dimethylamino)-1-(7-(4-(trifluoromethyl)phenyl)-3,4-dihydroisoquinolin-2(1H)-yl)but-2-en-1-one CN(C/C=C/C(=O)N1CC2=CC(=CC=C2CC1)C1=CC=C(C=C1)C(F)(F)F)C